FC1(CNCC=C1N1CCN(CC1)C1=C(C=C(C=C1)[N+](=O)[O-])F)F 1-(3,3-difluoro-1,2,3,6-tetrahydropyridin-4-yl)-4-(2-fluoro-4-nitrophenyl)piperazine